OC1CC(C1)C(=O)[O-] 3-hydroxycyclobutanecarboxylate